N(=[N+]=[N-])CC(CCCCCCCC)N=[N+]=[N-] 1,2-Diazidodecane